2-(2-hydroxy-4,6-dimethoxy-phenyl)-1,3,5-triazine OC1=C(C(=CC(=C1)OC)OC)C1=NC=NC=N1